2-chloro-5-fluoro-3-methoxy-6-methyl-pyridine ClC1=NC(=C(C=C1OC)F)C